(1s,4r)-4-(((6-(2-chloro-3-(3-chloro-2-(4-((((1s,4s)-4-hydroxycyclohexyl)amino)methyl)-3-methoxyphenyl)pyridin-4-yl)phenyl)-2-methoxypyridin-3-yl)methyl)amino)cyclohexan-1-ol ClC1=C(C=CC=C1C1=C(C(=NC=C1)C1=CC(=C(C=C1)CNC1CCC(CC1)O)OC)Cl)C1=CC=C(C(=N1)OC)CNC1CCC(CC1)O